1-(exo-3-((4-((4-([1,2,4]Triazolo[1,5-c]pyrimidin-7-yloxy)-3-methylphenyl)amino)quinazolin-6-yl)oxy)-8-azabicyclo[3.2.1]octan-8-yl)prop-2-en-1-one N=1C=NN2C=NC(=CC21)OC2=C(C=C(C=C2)NC2=NC=NC1=CC=C(C=C21)OC2CC1CCC(C2)N1C(C=C)=O)C